2-methyl-6,6-bis(3-sulfonatopropyl)-9,12,15-trioxa-6-aza-2-silaoctadecan-6-ium C[SiH](C)CCC[N+](CCOCCOCCOCCC)(CCCS(=O)(=O)[O-])CCCS(=O)(=O)[O-]